bis[(5-trifluoromethylpyridin-2-yl)oxy]methylthioketone tertbutyl-4-(6-(3-morpholinopropoxy)pyrazolo[1,5-a]pyridin-3-yl)piperazine-1-carboxylate C(C)(C)(C)OC(=O)N1CCN(CC1)C=1C=NN2C1C=CC(=C2)OCCCN2CCOCC2.FC(C=2C=CC(=NC2)OC(OC2=NC=C(C=C2)C(F)(F)F)C(=S)C(OC2=NC=C(C=C2)C(F)(F)F)OC2=NC=C(C=C2)C(F)(F)F)(F)F